6-chloro-N-[5-(difluoromethoxy)-4,6-dimethoxy-pyrimidin-2-yl]-7-isoxazol-4-yl-1H-indole-3-sulfonamide ClC1=CC=C2C(=CNC2=C1C=1C=NOC1)S(=O)(=O)NC1=NC(=C(C(=N1)OC)OC(F)F)OC